N1N=NC(=C1C(=O)[O-])C(=O)[O-] 1H-1,2,3-triazole-4,5-dicarboxylate